ClC1=C(CN2C(N(CC=3C2=NN(C3)C)C3CCN(CC3)C3=C(C=CC=C3C)F)=O)C=CC=C1 7-(2-Chloro-benzyl)-5-[1-(2-fluoro-6-methyl-phenyl)-piperidin-4-yl]-2-methyl-2,4,5,7-tetrahydro-pyrazolo[3,4-d]pyrimidin-6-on